C(C)C1=C(C(=CC=C1)CC)N1N=C2C(CN(CC2)C(=O)[O-])=C1 2-(2,6-diethylphenyl)-6,7-dihydro-4H-pyrazolo[4,3-c]pyridine-5-carboxylate